C1(CCC1)N1N=C(C=2C1=NC(=NC2)NC=2C(=CC=1N(C2)N=CN1)C)C 1-cyclobutyl-3-methyl-N-(7-methyl-[1,2,4]triazolo[1,5-a]pyridin-6-yl)-1H-pyrazolo[3,4-d]pyrimidin-6-amine